(4-((3'-(5-(1,3-dioxolan-2-yl)-6-methoxypyrazin-2-yl)-2'-chloro-2-methyl-[1,1'-biphenyl]-3-yl)amino)-2-(difluoromethyl)pyrido[3,2-d]pyrimidin-7-yl)methanol O1C(OCC1)C=1N=CC(=NC1OC)C=1C(=C(C=CC1)C1=C(C(=CC=C1)NC=1C2=C(N=C(N1)C(F)F)C=C(C=N2)CO)C)Cl